OCC1=C(C=C(C2=C1CCO2)C2=CC=C(C=C2)C#C[Si](C)(C)C)CN(C(OC(C)(C)C)=O)C tert-butyl ((4-(hydroxymethyl)-7-(4-((trimethylsilyl)ethynyl)phenyl)-2,3-dihydrobenzofuran-5-yl)methyl)(methyl)carbamate